(S)-3-fluoro-5-(1-(4-(5-fluoro-4-(4-methyl-4H-1,2,4-triazol-3-yl)pyrimidin-2-yl)piperazine-1-carbonyl)-4,5-dihydro-1H-pyrazol-5-yl)benzonitrile FC=1C=C(C#N)C=C(C1)[C@@H]1CC=NN1C(=O)N1CCN(CC1)C1=NC=C(C(=N1)C1=NN=CN1C)F